C1=NC=C(C2=CC=CC=C12)N1C(N(C[C@@H]1C#N)C=1C(=NC=C(C1)C(F)(F)F)C)=O (R)-3-(isoquinolin-4-yl)-1-(2-methyl-5-(trifluoromethyl)pyridin-3-yl)-2-oxoimidazoline-4-carbonitrile